CCCCCNCCCNCCCOCCNCCCCCCCCCCCC(=O)[O-] 14-oxa-6,10,17-triazanonacosan-29-oate